N[C@@H]1CN(CC[C@H]1F)C1=NC2=C(N1CC(=O)N(C)C)C=CC(=C2)C(F)(F)F 2-(2-((3R,4R)-3-Amino-4-fluoropiperidin-1-yl)-5-(trifluoromethyl)-1H-benzo[d]imidazol-1-yl)-N,N-dimethylacetamid